C1(CC1)NC(=O)C=1C(OC=2C1C(C(=CC2)O)=CN2CCCCC2)C2=CC=C(C=C2)F N-cyclopropyl-2-(4-fluorophenyl)-5-hydroxy-4-(piperidin-1-ylmethylene)benzofuran-3-carboxamide